COC1=C(C=C(C(=C1)[N+](=O)[O-])OC)CCN 2-(2,5-dimethoxy-4-nitrophenyl)ethan-1-amine